5-methyl-1-(1-(4-(2-methyl-2-azaspiro[3.5]non-7-yl)benzyl)-1H-indol-5-yl)-1H-pyrazole-3-carboxamide CC1=CC(=NN1C=1C=C2C=CN(C2=CC1)CC1=CC=C(C=C1)C1CCC2(CN(C2)C)CC1)C(=O)N